tert-butyl (8-carbamoyl-5-(2,3-difluorophenyl)-2,3,4,9-tetrahydro-1H-carbazol-3-yl)carbamate C(N)(=O)C=1C=CC(=C2C=3CC(CCC3NC12)NC(OC(C)(C)C)=O)C1=C(C(=CC=C1)F)F